N-((3H-imidazo[4,5-c]pyridin-2-yl)methyl)-3-(4-cyanophenyl)imidazo[1,2-a]pyridine-7-carboxamide N1=C(NC=2C=NC=CC21)CNC(=O)C2=CC=1N(C=C2)C(=CN1)C1=CC=C(C=C1)C#N